9-(2-((2-hydroxyethyl)(propyl)amino)pyrimidin-5-yl)-6,7-dimethoxynaphtho[2,3-c]furan-1(3H)-one hydrochloride Cl.OCCN(C1=NC=C(C=N1)C1=C2C=C(C(=CC2=CC2=C1C(OC2)=O)OC)OC)CCC